CC1=NC=CC(=C1)C1=C(N=C(N1)N)C1=CC=C2CCCNC2=C1 5-(2-Methylpyridin-4-yl)-4-(1,2,3,4-tetrahydroquinolin-7-yl)-1H-imidazol-2-amine